3-(1-ethyl-4-methyl-1H-benzo[d][1,2,3]triazol-5-yl)-3-(4-methyl-3-(((S)-2-methyl-2,3-dihydrobenzo[f][1,4]oxazepin-4(5H)-yl)methyl)phenyl)propanoic acid, formic acid salt C(=O)O.C(C)N1N=NC2=C1C=CC(=C2C)C(CC(=O)O)C2=CC(=C(C=C2)C)CN2C[C@@H](OC1=C(C2)C=CC=C1)C